tert-butyl 3-ethynyl-3-(4-nitrophenoxy)carbonyloxy-pyrrolidine-1-carboxylate C(#C)C1(CN(CC1)C(=O)OC(C)(C)C)OC(=O)OC1=CC=C(C=C1)[N+](=O)[O-]